C(C1=CC=CC=C1)NCCOC N-benzyl-2-methoxyethan-1-amine